ethyl-4'-amino-5'-carbamoyl-4''-sulfamoyl-[1,1':3',1''-terphenyl]-4-carboxylic acid C(C)C1=C(C=CC(=C1)C(=O)O)C1=CC(=C(C(=C1)C(N)=O)N)C1=CC=C(C=C1)S(N)(=O)=O